C1=C(C=CC2=CC=C(C=C12)C(=O)F)C(=O)F naphthalene-2,7-dicarbonyl difluoride